1,2,5-oxathiazinane-2,2-dioxide O1S(CCNC1)(=O)=O